2-{[2-(1-methyl-1H-indol-4-yl)ethyl]amino}acetic acid CN1C=CC2=C(C=CC=C12)CCNCC(=O)O